2-indolealdehyde N1C(=CC2=CC=CC=C12)C=O